FC1=C(C=C(C=C1)NC(C1=CC=C(C=C1)S(NC1=C(C=CC=C1)OC)(=O)=O)=O)[N+](=O)[O-] N-(4-fluoro-3-nitrophenyl)-4-(N-(2-methoxyphenyl)sulfamoyl)benzamide